tert-butyl (3-hydroxyazetidin-1-yl)carboxylate OC1CN(C1)C(=O)OC(C)(C)C